NCCNCCC[Si](OC)(OC)OC N-(beta-aminoethyl)-γ-aminopropyltrimethoxysilane